7-(3,6-Dihydro-2H-pyran-4-yl)-N-[4-[(6,7-dimethoxy-1,5-naphthyridin-4-yl)oxy]-3-fluorophenyl]-8-oxo-3,4-dihydro-1H-pyrido[2,1-c][1,4]oxazine-9-carboxamide O1CCC(=CC1)C=1C(C(=C2COCCN2C1)C(=O)NC1=CC(=C(C=C1)OC1=CC=NC2=CC(=C(N=C12)OC)OC)F)=O